NCC=1C=C(C=CC1)C=1C=CC2=C(C(=C(O2)C(NC2CC2)=O)COC2=C(C=CC=C2)CC(=O)O)C1 2-(2-((5-(3-(aminomethyl)phenyl)-2-(cyclopropylcarbamoyl)benzofuran-3-yl)methoxy)phenyl)acetic acid